tert-Butyl 3-(trans-2-cyanocyclopropanecarboxamido)-6-(4-ethylpyridin-3-yl)cinnolin-8-ylcarbamate C(#N)[C@H]1[C@@H](C1)C(=O)NC=1N=NC2=C(C=C(C=C2C1)C=1C=NC=CC1CC)NC(OC(C)(C)C)=O